3'-[2,8-diphenyldibenzothiophen-4-yl]biphenyl C1(=CC=CC=C1)C1=CC2=C(SC3=C2C=C(C=C3)C3=CC=CC=C3)C(=C1)C=1C=C(C=CC1)C1=CC=CC=C1